C(C(C(CC(=O)O)([2H])[2H])([2H])[2H])(=O)O glutaric acid-d4